aminonitrofurazan NC=1C(=NON1)[N+](=O)[O-]